CN(CCCCOC(=O)NC=1C=C(C(=O)O)C=C(C1)NC(=O)OCCCCN(C)C)C 3,5-bis(((4-(dimethylamino)butoxy)carbonyl)amino)benzoic acid